phenylalanyl-3'-deoxy-3'-aminoadenosine N[C@@H](CC1=CC=CC=C1)C(=O)[C@@]1([C@H](O)[C@@H]([C@@H](CO)O1)N)N1C=NC=2C(N)=NC=NC12